2-cyclopropyl-N-(3-fluoro-4-(4,4,5,5-tetramethyl-1,3,2-dioxaborolan-2-yl)phenyl)acrylamide C1(CC1)C(C(=O)NC1=CC(=C(C=C1)B1OC(C(O1)(C)C)(C)C)F)=C